1-[(8aS)-6-Chloro-5-(4-hydroxyphenyl)-8a,9,11,12-tetrahydropyrazino[2',1':3,4][1,4]oxazepino[5,6,7-de]quinazolin-10(8H)-yl]prop-2-en-1-one ClC1=C2C3=C(N=CN=C3C=C1C1=CC=C(C=C1)O)N1[C@H](CO2)CN(CC1)C(C=C)=O